FC(S(=O)(=O)[O-])(F)F.C(CCC)OC(=O)C=1C(=[N+](C=CC1)C)Cl 3-(butoxycarbonyl)-2-chloro-1-METHYLPYRIDIN-1-ium trifluoromethanesulfonate